Cl.C(C)(C)C1=CC=C(C=C1)[C@](O)(C=1C=NC=C(C1)C1OCCC1)C1(CNC1)C (R)-(4-isopropyl-phenyl)-(3-methyl-azetidin-3-yl)-[5-(tetrahydro-furan-2-yl)-pyridin-3-yl]-methanol, hydrochloride